1H-indazol-7-amine N1N=CC2=CC=CC(=C12)N